S1C(=CC=C1)C1=NC=CC=C1 2-(2-thienyl)-pyridine